1-(2-methoxy-20Z-heptacosenyl)-sn-glycero-3-phosphoserine CCCCCC/C=C\CCCCCCCCCCCCCCCCCC(COC[C@H](COP(=O)(O)OC[C@@H](C(=O)O)N)O)OC